C(C)OC(=O)C1=NNC=C(C1=O)C1=NC=C(C=C1)F 5-(5-Fluoropyridin-2-yl)-4-oxo-1,4-dihydropyridazine-3-carboxylic acid ethyl ester